(E)-6-(iodomethyl)-6,8,8,9,9-pentamethyl-5-phenyl-3,7-dioxa-4-aza-8-siladec-4-en-1-oic acid methyl ester COC(CO\N=C(\C(O[Si](C(C)(C)C)(C)C)(C)CI)/C1=CC=CC=C1)=O